tert-butyl 4-(2-{6,8-dimethyl-[1,2,4]triazolo[1,5-a]pyrazin-2-yl} thieno[2,3-c]pyrazol-5-yl)piperidine-1-carboxylate CC=1N=C(C=2N(C1)N=C(N2)N2N=C1C(=C2)C=C(S1)C1CCN(CC1)C(=O)OC(C)(C)C)C